6-bromo-4-fluoro-1-propan-2-ylbenzotriazole BrC=1C=C(C2=C(N(N=N2)C(C)C)C1)F